(S)-N-(1-cyclobutyl-3-(3,3-difluorocyclobutyl)-4-methyl-1H-pyrazol-5-yl)-2-(3,3-difluorocyclobutyl)propenamide C1(CCC1)N1N=C(C(=C1NC(C(=C)C1CC(C1)(F)F)=O)C)C1CC(C1)(F)F